O1C(=NC2=C1C=CC=C2)C2=CC=C(NC1=CC=CC=C1)C=C2 4-(benzo[d]oxazol-2-yl)-N-phenylaniline